benzyl (2R,3S)-2,3-dihydroxy-3-[6-(morpholin-4-yl)pyridin-3-yl]propanoate O[C@@H](C(=O)OCC1=CC=CC=C1)[C@H](C=1C=NC(=CC1)N1CCOCC1)O